C(C)(C)(C)OC(=O)N([C@H](C[C@@H](OC)C=1SC=CN1)C(C)C)C 2-((1R,3R)-3-((tert-butoxycarbonyl)(methyl)amino)-1-methoxy-4-methylpentyl)thiazole